NC1=C(N=C(S1)C)C(=O)N1CCC(CC1)OC=1C=CC=C2C(=NN(C12)C)C1C(NC(CC1)=O)=O 3-(7-((1-(5-amino-2-methylthiazole-4-carbonyl)piperidin-4-yl)oxy)-1-methyl-1H-indazol-3-yl)piperidine-2,6-dione